(2-(diisopropylamino)ethyl)carbamic acid C(C)(C)N(CCNC(O)=O)C(C)C